NC=1C2=C(N=CN1)N(C=C2C2=CC=CC=C2)[C@@H]2O[C@@H]([C@H]([C@H]2O)O)CSCC=2C(=NOC2C2=CC=CC=C2)C (2R,3R,4S,5S)-2-(4-Amino-5-phenyl-7H-pyrrolo[2,3-d]pyrimidin-7-yl)-5-((((3-methyl-5-phenylisoxazol-4-yl)methyl)thio)methyl)tetrahydrofuran-3,4-diol